rac-3-(1-methylpyrrolidin-3-yl)-5-(piperidin-1-ylmethyl)-5,6-dihydro-1,4,2-dioxazine CN1CC(CC1)C1=NOCC(O1)CN1CCCCC1